O[C@H]1C[C@@H](N(C1)C(=O)[C@H](C(C)(C)C)N1N=NC(=C1)C1CCC(CC1)C(=O)OC)C(NC)=O Methyl 4-[1-[(1S)-1-[(2R,4S)-4-hydroxy-2-(methylcarbamoyl) pyrrolidine-1-carbonyl]-2,2-dimethyl-propyl]triazol-4-yl]cyclohexanecarboxylate